FC(C1=NN(C2=CC(=CC=C12)COC1=CC=CC(=N1)C1CCN(CC1)CC1=NC2=C(N1C[C@H]1OCC1)C=C(C=C2)C(=O)[O-])C)F (S)-2-((4-(6-((3-(difluoromethyl)-1-methyl-1H-indazol-6-yl)methoxy)pyridine-2-yl)piperidin-1-yl)methyl)-1-(oxetan-2-ylmethyl)-1H-benzo[d]imidazole-6-carboxylate